CN1C(N(CC1)[C@H]1CN(CCC1)C=1N=NC(=CN1)C(=O)N)=O 3-((R)-3-(3-methyl-2-oxoimidazolidin-1-yl)piperidin-1-yl)-1,2,4-triazin-6-carboxamide